BrC=1C=NC(=NC1)N1CCN(CC1)C1=C2C=C(C(=CC2=CC=2C=COC21)OC)OC 9-(4-(5-bromopyrimidin-2-yl)piperazin-1-yl)-6,7-dimethoxynaphtho[2,3]furan